3'-((2-chloro-4-(((2-hydroxyethyl)amino)methyl)-5-methoxyphenoxy)methyl)-2,2'-dimethyl-[1,1'-biphenyl] ClC1=C(OCC=2C(=C(C=CC2)C2=C(C=CC=C2)C)C)C=C(C(=C1)CNCCO)OC